4-(2-methoxyphenyl)piperazinamid COC1=C(C=CC=C1)N1CCN(CC1)C(=O)N